1-(3-cyanophenyl)-1-((4-(5-(2-fluoropropan-2-yl)-1,2,4-oxadiazol-3-yl)bicyclo[2.2.2]octan-1-yl)methyl)-3-(3-hydroxy-2,2-dimethylpropyl)urea C(#N)C=1C=C(C=CC1)N(C(=O)NCC(CO)(C)C)CC12CCC(CC1)(CC2)C2=NOC(=N2)C(C)(C)F